1-(2-4-Fluorophenylethyl)-1H-indazole-6-carboxylic acid methyl ester COC(=O)C1=CC=C2C=NN(C2=C1)CCC1=CC=C(C=C1)F